Heptane-1-carboxamide C(CCCCCC)C(=O)N